C(C1=CC=CC=C1)OC(=O)N1CCC2(CC1)CNC1=CC=CC(=C12)F 4-fluoro-1,2-dihydrospiro[indole-3,4'-piperidine]-1'-carboxylic acid benzyl ester